methyl 4-{4-[(tert-butoxycarbonyl)amino]-4-ethylpiperidin-1-yl}-2-ethyl-6-fluoroindazole-7-carboxylate C(C)(C)(C)OC(=O)NC1(CCN(CC1)C=1C2=CN(N=C2C(=C(C1)F)C(=O)OC)CC)CC